FC=1C=C(C=CC1)N1N=CC(=C1)[C@H]1C([C@@H]1C1=CC=C(C=C1)S(=O)(=O)N)(C)C 4-{(1R,3R)-3-[1-(3-fluorophenyl)-1H-pyrazol-4-yl]-2,2-dimethylcyclopropyl}benzenesulfonamide